(R)-3-amino-4-(2-tolyl)-butyric acid N[C@@H](CC(=O)O)CC1=C(C=CC=C1)C